ClC=1C=C(C=CC1OCCN1CCOCC1)NC1=NC=C(C(=N1)NC=1C=CC2=C(NC(O2)=O)C1)C 5-{2-[3-Chloro-4-(2-morpholin-4-yl-ethoxy)-phenylamino]-5-methyl-pyrimidin-4-ylamino}-3H-benzooxazol-2-one